C(CC(=O)O[C@H]1CC[C@@]2([C@H]3CC[C@@]4([C@H](CC[C@H]4[C@@H]3CC=C2C1)[C@H](C)CCCC(C)C)C)C)(=O)OC(C)(C)C tert-Butyl ((3S,8S,9S,10R,13R,14S,17R)-10,13-dimethyl-17-((R)-6-methylheptan-2-yl)-2,3,4,7,8,9,10,11,12,13,14,15,16,17-tetradecahydro-1H-cyclopenta[a]phenanthren-3-yl) malonate